1-decen-3-ol C=CC(CCCCCCC)O